OC1=C(C=CC(=C1)OCCOC(C)=O)C1=NC=NC(=N1)C1=C(C=C(C=C1)OCCOC(C)=O)O 2,4-bis[2-hydroxy-4-(2-acetoxyethoxy)phenyl]-s-triazine